ClC1=CC2=C(N=C3N2C(C(C=2C=CC=CC32)(C[Si](CC)(CC)CC)C)=O)C=C1Cl 9,10-dichloro-5-methyl-5-((triethylsilyl)methyl)benzo[4,5]imidazo[2,1-a]isoquinolin-6(5H)-one